6-Methylspiro[chroman-4,1'-cyclohexane]-2-one CC=1C=C2C(=CC1)OC(CC21CCCCC1)=O